4-(1-methyl-1,6-dihydropyridin-3-yl)phenyl-(p-tolyl)Methanone CN1C=C(C=CC1)C1=CC=C(C=C1)C(=O)C1=CC=C(C=C1)C